5-(8-(7-Acetyl-3-ethyl-5,6,7,8-tetrahydroimidazo[1,5-a]pyrazin-1-yl)isoquinolin-3-yl)-N-(4-(3-(2,6-dioxopiperidin-3-yl)-4-oxo-3,4-dihydroquinazolin-8-yl)but-3-yn-1-yl)picolinamide C(C)(=O)N1CC=2N(CC1)C(=NC2C=2C=CC=C1C=C(N=CC21)C=2C=CC(=NC2)C(=O)NCCC#CC=2C=CC=C1C(N(C=NC21)C2C(NC(CC2)=O)=O)=O)CC